azetidin-3-yl nitrate [N+](=O)(OC1CNC1)[O-]